CC(CO)(C)C(C(C)(N)C)N (1,1-dimethyl-2-hydroxyethyl)-2-methyl-1,2-propanediamine